COC=1C=C(C=NC1NC1=CC(=C2C(=N1)NC=C2C(F)(F)F)NC)C(=O)N2CCN(CC2)C (5-Methoxy-6-(4-(methylamino)-3-(trifluoromethyl)-1H-pyrrolo[2,3-b]pyridin-6-ylamino)pyridin-3-yl)(4-methylpiperazin-1-yl)methanon